NC=1C=NC(=C(C1)F)C1=CC(=CC=C1)C1=NOC(=C1)[C@]1(C(N(CC1)C)=O)O (R)-3-amino-5-fluoro-6-(3-(5-(3-hydroxy-1-methyl-2-oxopyrrolidin-3-yl)isoxazol-3-yl)phenyl)pyridine